O1COC2=C1C=CC(=C2)CC(C=O)C 3-(benzo[1,3]dioxol-5-yl)-2-methyl-propanal